CN1CC2(CC2)C[C@H]1CO (S)-(5-methyl-5-azaspiro[2.4]heptane-6-yl)methanol